CC1=C(C=NC=C1)C=1C=C(C=CC1)S(=O)(=O)N 3-(4-methylpyridin-3-yl)benzenesulfonamide